NC=1C2=C(N=CN1)N(C(=C2C2=NC(=CC=C2)OC)C#CC2CN(C2)[C@H]2[C@H](CN(CC2)C(C=C)=O)O)C 1-((3S,4R)-4-(3-((4-amino-5-(6-methoxypyridin-2-yl)-7-methyl-7H-pyrrolo[2,3-d]pyrimidin-6-yl)ethynyl)azetidin-1-yl)-3-hydroxypiperidin-1-yl)prop-2-en-1-one